FC1(CCN(CCC1)C1=NC2=CC=CC=C2C=C1C(=O)O)F (4,4-difluoroazepan-1-yl)quinoline-3-carboxylic acid